CN1N=C(C=C1)C1=CC(=CC(=N1)C(=O)NC1CCOCC1)CC1=CC=C(C=C1)C1=NN(C=C1)C 6-(1-methyl-1H-pyrazol-3-yl)-4-(4-(1-methyl-1H-pyrazol-3-yl)benzyl)-N-(tetrahydro-2H-pyran-4-yl)picolinamide